S1C=NC(=C1)C1=CC=C(CC=2C=C3C(=NC2)CNC3=O)C=C1 3-(4-thiazol-4-ylbenzyl)-6,7-dihydropyrrolo[3,4-b]pyridin-5-one